NC1=C(C=C(C(=O)OCC)C=C1NC[C@H]1OCC1)F ethyl 4-amino-3-fluoro-5-{{(2S)-oxetan-2-ylmethyl}amino}benzoate